(3E)-13,13-didecyloxy-3-tridecen-1-ol C(CCCCCCCCC)OC(CCCCCCCC/C=C/CCO)OCCCCCCCCCC